N4-(3-methoxybenzyl)quinoline-3,4-diamine COC=1C=C(CNC2=C(C=NC3=CC=CC=C23)N)C=CC1